NC1CCC(CC1)NS(=O)(=O)C1=CC=C(CNC(=O)C2=CC=3C(=CN=CC3)S2)C=C1 Thieno[2,3-c]pyridine-2-carboxylic acid 4-(4-amino-cyclohexylsulfamoyl)-benzylamide